2-methoxy-1-(1-methylcyclopropyl)-1H-benzo[d]imidazol COC1=NC2=C(N1C1(CC1)C)C=CC=C2